ClC=1C=C(C=CC1OC[C@@H]1COCC1)NC=1C2=C(N=CN1)C=CC(=N2)O[C@@H]2CNCC2 N-[3-chloro-4-[[(3S)-tetrahydrofuran-3-yl]methoxy]phenyl]-6-[(3S)-pyrrolidin-3-yl]oxy-pyrido[3,2-d]pyrimidin-4-amine